OC1=C(C(=O)N(C2=CC=C(C=C2)I)CC2=CC=C(C=C2)C(NO)=O)C=C(C(=C1)O)C(C)C 2,4-dihydroxy-N-(4-(hydroxycarbamoyl)benzyl)-N-(4-iodophenyl)-5-isopropylbenzamide